ClC=1C=C(C=CC1C(=O)N1CCN(CC1)C(C[C@H]1CNCC1)=O)NC(=O)C=1N(C(=CN1)C1=C(C(=C(C=C1)C=1C=NN(C1C)CCOC)F)F)C N-[3-chloro-4-[4-[2-[(3S)-pyrrolidin-3-yl]acetyl]piperazine-1-carbonyl]phenyl]-5-[2,3-difluoro-4-[1-(2-methoxy-ethyl)-5-methyl-pyrazol-4-yl]phenyl]-1-methyl-imidazole-2-carboxamide